CN1C(=NC(=C1)C)S(=O)(=O)C1=CC=C(C=C1)CNC(=O)C1=CC=2C(=CN=CC2)O1 N-{[4-(1,4-dimethyl-1H-imidazole-2-sulfonyl)phenyl]methyl}furo[2,3-c]pyridine-2-carboxamide